C(C)(C)(C)C(C(C1=CC=CC=C1)=O)(C(C1=CC=CC=C1)=O)OC t-Butylmethoxydibenzoyl-methane